C1=CC=CC=2C3=CC=CC=C3C(C12)COC(=O)N(C(C(=O)O)CCC1=CC(=CC=C1)Cl)C 2-((((9H-Fluoren-9-yl)methoxy)carbonyl)(methyl)amino)-4-(3-chlorophenyl)butanoic acid